4-methoxy-N-[2-(pyridin-4-yl)-1,3-benzoxazol-5-yl]benzamide COC1=CC=C(C(=O)NC=2C=CC3=C(N=C(O3)C3=CC=NC=C3)C2)C=C1